FC1=C(N=C2C=3C(=NC(=NC13)S(=O)C)N(CCO2)C(C)C=2C(=NC=CC2)N)C=2C(=CC=C1C=NN(C21)C)F 3-(1-(4-fluoro-5-(6-fluoro-1-methyl-1H-indazol-7-yl)-2-(methylsulfinyl)-8,9-dihydro-10H-7-oxa-1,3,6,10-tetraazacyclohepta[de]naphthalen-10-yl)ethyl)pyridin-2-amine